CC(C(=O)O)(C)C1=CC=C(C=C1)C 2-methyl-2-(p-tolyl)propionic acid